Cl.Cl.N=1C=CN2C1C=CC=C2 imidazo[1,2-a]pyridine dihydrochloride